C(C)(=O)N(C1=C(C=C(C=C1)C1=CC=C(C=N1)C(=O)NCC=1C(=NC=CC1)F)C)C 6-[4-[acetyl(methyl)amino]-3-methyl-phenyl]-N-[(2-fluoro-3-pyridyl)methyl]pyridine-3-carboxamide